benzyl (R)-3-hydroxypyrrolidine-1-carboxylate O[C@H]1CN(CC1)C(=O)OCC1=CC=CC=C1